1,3-dimethyl-4,5-dihydropyrrole CN1C=C(CC1)C